tert-Butyl methyl(2-(4-(4,4,5,5-tetramethyl-1,3,2-dioxaborolan-2-yl)-1H-pyrazol-1-yl)ethyl)carbamate CN(C(OC(C)(C)C)=O)CCN1N=CC(=C1)B1OC(C(O1)(C)C)(C)C